N1=CC=C(C2=CN=CC=C12)C=1C=C(C=NC1)C1=CC=C(C(=O)N(C)C)C=C1 4-(5-(1,6-naphthyridin-4-yl)pyridin-3-yl)-N,N-dimethylbenzamide